mercapto-2',3'-dihydrospiro[cyclohexane-1,1'-indene]-4-carboxylic acid methyl ester COC(=O)C1CCC2(C(CC3=CC=CC=C23)S)CC1